tert-butyl N-[5-amino-3-cyano-1-(3-methoxy-2,6-dimethyl-phenyl)pyrrolo[2,3-b]pyridin-2-yl]carbamate NC=1C=C2C(=NC1)N(C(=C2C#N)NC(OC(C)(C)C)=O)C2=C(C(=CC=C2C)OC)C